C12NCN(CC1)CC2 2,4-diazabicyclo[2.2.2]octane